CC1=CC=CC(=N1)C(=O)NC1CC(C1)N1C2=NC=NC(=C2N=C1)NCCCN1CCN(CC1)CC1CCN(CC1)C(=O)OC(C)(C)C tert-butyl 4-((4-(3-((9-((1s,3s)-3-(6-methylpicolinamido)cyclobutyl)-9H-purin-6-yl)amino)propyl)piperazin-1-yl)methyl)piperidine-1-carboxylate